CC1CN(C=2N=CC=3C=CC=CC3C21)C(N)=N 1-Methyl-1,2-dihydro-3H-pyrrolo[2,3-c]isoquinoline-3-carboximidamide